N1=C(C=NC2=CC=CC=C12)C1=NC(=NO1)C1=CC=C(C2=CC=CC=C12)CN1CC(C1)C(=O)O 1-((4-(5-(quinoxaline-2-yl)-1,2,4-oxadiazol-3-yl)naphthalen-1-yl)methyl)azetidine-3-carboxylic acid